(2S-3R,11bR)-1,3,4,6,7,11b-Hexahydro-9,10-dimethoxy-3-(2-methylpropyl)-2H-benzo[a]quinolizin-2-ol COC1=CC2=C([C@H]3C[C@@H]([C@@H](CN3CC2)CC(C)C)O)C=C1OC